C1(CC1)S(=O)(=O)N1N=CC(=C1)C1=NC=CC(=N1)NC1=CC(=C(C=N1)C1=NC=C(C=C1)C(C(F)(F)F)(C)O)NC1CCC(CC1)C(C)(C)O 2-(6'-((2-(1-(Cyclopropylsulfonyl)-1H-pyrazol-4-yl)pyrimidin-4-yl)amino)-4'-(((1s,4s)-4-(2-hydroxypropan-2-yl)cyclohexyl)amino)-[2,3'-bipyridin]-5-yl)-1,1,1-trifluoropropan-2-ol